[4-(hydroxyamino)-3-methyl-5-oxo-1-phenyl-4,5-dihydro-1H-pyrazol-4-yl]acetic acid ONC1(C(=NN(C1=O)C1=CC=CC=C1)C)CC(=O)O